CC(=O)N[C@@H]1[C@H](C[C@@](O[C@H]1[C@@H]([C@@H](CO)O)O)(C(=O)O)OC[C@@H]2[C@@H]([C@@H]([C@H]([C@@H](O2)O[C@@H]3[C@H](O[C@H]([C@@H]([C@H]3O)NC(=O)C)O[C@H]4[C@H]([C@H](O[C@H]([C@@H]4O)O[C@@H]5[C@H](O[C@H]([C@@H]([C@H]5O)NC(=O)C)O[C@H]6[C@H]([C@H](O[C@H]([C@@H]6O)O[C@@H]7[C@H](O[C@H]([C@@H]([C@H]7O)NC(=O)C)O[C@H]8[C@H]([C@@H]([C@H](O[C@@H]8OC[C@@H]9[C@H]([C@@H]([C@@H]([C@@H](O9)O[C@@H]1[C@H](O[C@H]([C@@H]([C@H]1O)NC(=O)C)O[C@@H]1[C@H](OC([C@@H]([C@H]1O)NC(=O)C)O)CO)CO)O)O[C@@H]1[C@H]([C@H]([C@@H]([C@H](O1)CO)O)O)O[C@H]1[C@@H]([C@H]([C@@H]([C@H](O1)CO)O[C@H]1[C@@H]([C@H]([C@H]([C@H](O1)CO)O)O[C@H]1[C@@H]([C@H]([C@@H]([C@H](O1)CO)O[C@H]1[C@@H]([C@H]([C@H]([C@H](O1)CO)O)O[C@H]1[C@@H]([C@H]([C@@H]([C@H](O1)CO)O[C@H]1[C@@H]([C@H]([C@H]([C@H](O1)CO[C@@]1(C[C@@H]([C@H]([C@@H](O1)[C@@H]([C@@H](CO)O)O)NC(=O)C)O)C(=O)O)O)O)O)O)NC(=O)C)O)O)NC(=O)C)O)O)NC(=O)C)O)CO)O)O)CO)CO)O)CO)CO)O)CO)O)O)O)O The molecule is a branched amino oligosaccharide that is a nonadecasaccharide derivative consisting of a linear trisaccharide of beta-D-mannose and two N-acetyl-beta-D-glucosamine residues all linked in sequence (1->4), to the mannosyl residue of which are linked linked (1->3) and (1->6) two N-acetyl-alpha-neuraminyl-(2->6)-beta-D-galactosyl-(1->4)-N-acetyl-beta-D-glucosaminyl-(1->3)-beta-D-galactosyl-(1->4)-N-acetyl-beta-D-glucosaminyl-(1->3)-beta-D-galactosyl-(1->4)-N-acetyl-beta-D-glucosaminyl-(1->2)-alpha-D-mannosyl linear octasaccharide units. It is an amino oligosaccharide and a glucosamine oligosaccharide.